(t-butoxycarbonyl)-L-alanyl-L-alanine C(C)(C)(C)OC(=O)N[C@@H](C)C(=O)N[C@@H](C)C(=O)O